(S)-3-(tosyloxy)pyrrolidine-1-carboxylic acid tert-butyl ester C(C)(C)(C)OC(=O)N1C[C@H](CC1)OS(=O)(=O)C1=CC=C(C)C=C1